IMIDAZOLO-INDAZOLE N1=NC=C2C=CC=3C(=C12)N=CN3